C(#N)C1=CC2=C(N=C(N=C2)NC=2C(=NN(C2)C(C(=O)[O-])C)OC2COC2)N1[C@H]1COC[C@@H]1C [4-[[6-cyano-7-[(3R,4R)-4-methyltetrahydrofuran-3-yl]pyrrolo[2,3-d]pyrimidin-2-yl]amino]-3-(oxetan-3-yloxy)pyrazol-1-yl]propanoate